7-chloro-N-((1R,2R,4S)-7-cyano-7-azabicyclo[2.2.1]heptan-2-yl)-1,2,3,5-tetrahydro-4H-1,4-benzodiazepine-4-carboxamide ClC=1C=CC2=C(CN(CCN2)C(=O)N[C@H]2[C@H]3CC[C@@H](C2)N3C#N)C1